O=C1NC(CCC1NC(CC1=NC(=CC=C1)N1CCN(CC1)CC1CCN(CC1)C1=CC=C(C=C1)/C(=C(/CC)\C1=CC=CC=C1)/C1=CC=C(C=C1)O)=O)=O (E)-N-(2,6-dioxopiperidin-3-yl)-2-(6-(4-((1-(4-(1-(4-hydroxyphenyl)-2-phenylbut-1-en-1-yl)phenyl)piperidin-4-yl)methyl)piperazin-1-yl)pyridin-2-yl)acetamide